2-hydroxy-4-methoxybenzoic acid OC1=C(C(=O)O)C=CC(=C1)OC